4-[4-(cyclohexylmethoxy)-2-pyridinyl]tetrahydropyran-4-carbonitrile C1(CCCCC1)COC1=CC(=NC=C1)C1(CCOCC1)C#N